C(C)(C)(C)P(C1=C(C(=C(C(=C1C)C)C)C)C1=C(C=C(C=C1C(C)C)C(C)C)C(C)C)C(C)(C)C 2-di-tert-butylphosphino-3,4,5,6-tetramethyl-2',4',6'-triisopropylbiphenyl